(S)-N-(1-cyanopropyl)-4-(2-((1-(2-hydroxyethyl)-1H-pyrazol-4-yl)amino)-5-methylpyrimidin-4-yl)benzamide C(#N)[C@H](CC)NC(C1=CC=C(C=C1)C1=NC(=NC=C1C)NC=1C=NN(C1)CCO)=O